BrC=1C=C2C(=CN1)N(N=C2)C2=CC(=C(C=C2)F)OC 5-bromo-1-(4-fluoro-3-methoxyphenyl)-1H-pyrazolo[3,4-c]pyridine